1-[(3S)-3-({[4-(3-phenyl-1H-pyrrolo[3,2-b]pyridin-2-yl)pyridin-3-yl]oxy}methyl)morpholin-4-yl]prop-2-en-1-one C1(=CC=CC=C1)C1=C(NC=2C1=NC=CC2)C2=C(C=NC=C2)OC[C@H]2N(CCOC2)C(C=C)=O